4,6,10-hexadecatrienyl acetate C(C)(=O)OCCCC=CC=CCCC=CCCCCC